FC1=C(C=CC(=C1)C1=CC(=NN1)NC1=C(C2=C(NC=N2)C=C1)C)O 2-fluoro-4-(3-((4-methyl-1H-benzo[d]imidazol-5-yl)amino)-1H-pyrazol-5-yl)phenol